ethynyl-phosphinic acid C(#C)P(O)=O